C1(C(C=CC=C1)C)(C)OOC1(C(C=CC=C1)C)C xylenyl peroxide